ClC1=CC=C(C=C1)C#CCNC1=CC(=CC=C1)F N-(3-(4-chlorophenyl)prop-2-yn-1-yl)-3-fluoroaniline